COC(CCCCCCNCC)=O 7-(ethylamino)heptanoic acid methyl ester